ClC1=C(CNC(C(C)C)=O)C=CC(=C1C#N)F N-(2-chloro-3-cyano-4-fluorobenzyl)isobutyramide